C=1N=CN2C1C1=CC=CC=C1C2C2CCN1C=CC=C1C2O 7-(5H-imidazo[5,1-a]isoindol-5-yl)-5,6,7,8-tetrahydroindolizin-8-ol